6-[4-[(3S)-3-(5-cyano-3-pyridinyl)isoxazolidine-2-carbonyl]-1-piperidinyl]-5-fluoro-pyrimidine-4-carboxamide C(#N)C=1C=C(C=NC1)[C@H]1N(OCC1)C(=O)C1CCN(CC1)C1=C(C(=NC=N1)C(=O)N)F